6-(4-(1H-Pyrazol-1-yl)benzyl)-5-oxo-5,6-dihydroimidazo[1,2-c]pyrimidine-8-carboxylic acid N1(N=CC=C1)C1=CC=C(CN2C(N3C(C(=C2)C(=O)O)=NC=C3)=O)C=C1